dimethyl-2-[(2-aminoethoxy)methyl]-4-(2-chlorophenyl)-6-methyl-1,4-dihydropyridin CC=1C(C(=C(NC1C)COCCN)C)C1=C(C=CC=C1)Cl